1-(2-chlorophenyl)-4-(((1R,2S)-2-fluorocyclopropyl)amino)-7-(trifluoromethyl)pyrido[2,3-d]pyrimidin-2(1H)-one ClC1=C(C=CC=C1)N1C(N=C(C2=C1N=C(C=C2)C(F)(F)F)N[C@H]2[C@H](C2)F)=O